(1-(6-(4-(2-fluoro-6-methoxyphenyl)-1-oxo-1,3-dihydro-2H-pyrrolo[3,4-c]pyridin-2-yl)-3-methoxypyridin-2-yl)pyrrolidin-3-yl)carbamic acid tert-butyl ester C(C)(C)(C)OC(NC1CN(CC1)C1=NC(=CC=C1OC)N1CC=2C(=NC=CC2C1=O)C1=C(C=CC=C1OC)F)=O